2-(6-fluoro-1-methyl-1H-indol-4-yl)-6,7-bis(fluoromethoxy)-4-(piperidine-1-carbonyl)-1,2-dihydroisoquinolin-1-one FC1=CC(=C2C=CN(C2=C1)C)N1C(C2=CC(=C(C=C2C(=C1)C(=O)N1CCCCC1)OCF)OCF)=O